Benzyl (trans-4-(1H-tetrazol-1-yl)cyclohexyl)carbamate N1(N=NN=C1)[C@@H]1CC[C@H](CC1)NC(OCC1=CC=CC=C1)=O